4-{[(2R,7aS)-2-fluoro-hexahydropyrrolizin-7a-yl]methoxy}-6-[(1R,5S)-8-(tert-butoxycarbonyl)-3,8-diazabicyclo[3.2.1]octan-3-yl]-1,3,5-triazine-2-carboxylic acid F[C@@H]1C[C@@]2(CCCN2C1)COC1=NC(=NC(=N1)N1C[C@H]2CC[C@@H](C1)N2C(=O)OC(C)(C)C)C(=O)O